N-cyclopropyl-2-(difluoromethoxy)-6-methoxy-4-[7-(tetrahydropyran-3-ylmethoxy)imidazo[1,2-a]pyridin-3-yl]benzamide C1(CC1)NC(C1=C(C=C(C=C1OC)C1=CN=C2N1C=CC(=C2)OCC2COCCC2)OC(F)F)=O